N-(2-bromo-5-methylphenyl)-1-methylcyclopropane-1-carboxamide BrC1=C(C=C(C=C1)C)NC(=O)C1(CC1)C